CN1N=CC=C1C1=NN2C(=NC=3C(=CC=CC3C2=N1)C(F)(F)F)NC=1C(N=CC=NC1)=O (6R)-6-{[2-(1-methyl-1H-pyrazol-5-yl)-7-(trifluoromethyl)[1,2,4]triazolo[1,5-c]quinazolin-5-yl]amino}-1,4-diazepin-5-one